C1CC12CCN(CC2)C=2C=C(C=CC2N2N=NC(=C2)C=2C=C1C=CC=NC1=C(C2F)N2CCC(CC2)(F)F)NS(=O)(=O)CCO N-(3-{6-azaspiro[2.5]octane-6-yl}-4-{4-[8-(4,4-difluoropiperidin-1-yl)-7-Fluoroquinol-6-yl]-1H-1,2,3-triazol-1-yl}phenyl)-2-hydroxyethane-1-sulfonamide